(S)-5-(2,6-dichloro-4-(6-(difluoromethyl)-3,5-dioxo-4,5-dihydro-1,2,4-triazin-2(3H)-yl)phenoxy)-2-hydroxy-N-(tetrahydrofuran-3-yl)benzamide ClC1=C(OC=2C=CC(=C(C(=O)N[C@@H]3COCC3)C2)O)C(=CC(=C1)N1N=C(C(NC1=O)=O)C(F)F)Cl